(2S)-2-[[(3S)-5-chloro-8-hydroxy-3-methyl-1-oxo-3,4-dihydroisochromene-7-carbonyl]amino]-3-phenylpropionic acid ClC1=C2C[C@@H](OC(C2=C(C(=C1)C(=O)N[C@H](C(=O)O)CC1=CC=CC=C1)O)=O)C